triethylbenzoyl-diphenyl-phosphine oxide C(C)C1=C(C(=C(C=C1)P(C1=CC=CC=C1)(C(C1=CC=CC=C1)=O)=O)CC)CC